C(C)OC(C(=CC1CC1)Cl)=O 2-chloro-3-cyclopropyl-prop-2-enoic acid ethyl ester